ClC1=CC=C2C=CN(C2=C1OC(F)F)S(=O)(=O)C1=CC=CC=C1 6-chloro-7-(difluoromethoxy)-1-(phenylsulfonyl)-1H-indole